N-{trans-4-[(1,1-difluoropropan-2-yl)amino]cyclohexyl}-4-(furo[3,2-c]pyridin-4-yl)benzamide FC(C(C)N[C@@H]1CC[C@H](CC1)NC(C1=CC=C(C=C1)C1=NC=CC2=C1C=CO2)=O)F